N[C@H]1CS(C2=C(N(C1=O)CC1=CC=C(C=C1)Cl)C=C(C(=C2)F)C2=CC(=NC=C2)C(C)(C)C)(=O)=O (3R)-3-amino-7-(2-tert-butyl-4-pyridinyl)-5-[(4-chlorophenyl)methyl]-8-fluoro-1,1-dioxo-2,3-dihydro-1λ6,5-benzothiazepine-4-One